Cl.C12(CCCC1)[C@H]1CN[C@@H]([C@H]12)C(=O)OC Methyl (1R,2S,5S)-3-azaspiro[bicyclo[3.1.0]hexane-6,1'-cyclopentane]-2-carboxylate hydrochloride